Cl.NCCCCCCNC(=O)C=1C=CC=C2C1N=C(S2)N2CCOCC2 N-(6-aminohexyl)-2-morpholinobenzo[d]thiazole-4-carboxamide hydrochloride